2,2,2-trichloroethyl (5-(tert-butyl)-1,3,4-thiadiazol-2-yl)carbamate C(C)(C)(C)C1=NN=C(S1)NC(OCC(Cl)(Cl)Cl)=O